2-amino-1-(3-(4-(4-(1-(pentan-3-yl)-1H-pyrazol-4-yl)pyrazolo[1,5-a]pyrazin-6-yl)-1H-pyrazol-1-yl)azetidin-1-yl)ethanone NCC(=O)N1CC(C1)N1N=CC(=C1)C=1N=C(C=2N(C1)N=CC2)C=2C=NN(C2)C(CC)CC